5-(4-fluorophenyl)-7-(5-methylsulfonyl-2-pyridyl)-6-tetrahydropyran-4-yl-1H-pyrrolo[2,3-f]indazole FC1=CC=C(C=C1)N1C(=C(C2=C1C=C1C=NNC1=C2)C2=NC=C(C=C2)S(=O)(=O)C)C2CCOCC2